1-(1-((2r,4s,5r)-4-hydroxy-5-(hydroxymethyl)tetrahydrofuran-2-yl)-2-oxo-1,2-dihydropyrimidin-4-yl)-3-(naphthalen-2-yl)urea O[C@H]1C[C@@H](O[C@@H]1CO)N1C(N=C(C=C1)NC(=O)NC1=CC2=CC=CC=C2C=C1)=O